CC1C(NC2CC1C2)C(=O)OC TRANS-methyl 4-methyl-2-azabicyclo[3.1.1]heptane-3-carboxylate